CC(=CCC[C@](C)(O)[C@H]1CC=C(CC1)C)C (S)-6-methyl-2-((R)-4-methylcyclohex-3-en-1-yl)hept-5-en-2-ol